4-Chloro-N-cyclohexylpyridine-2-carboxamide ClC1=CC(=NC=C1)C(=O)NC1CCCCC1